l-1-naphthylalanine C1(=CC=CC2=CC=CC=C12)N[C@@H](C)C(=O)O